NC1CCN(CC1)C1=NN2C(C(=N1)NCC1=C(C=CC=C1)N1CCN(CC1)C)=NC=C2C(C)C 2-(4-aminopiperidin-1-yl)-7-isopropyl-N-(2-(4-methylpiperazin-1-yl)benzyl)imidazo[2,1-f][1,2,4]triazin-4-amine